2-(2-((3R,4R)-3-amino-4-fluoropiperidin-1-yl)-6-(trifluoromethyl)-1H-benzo[d]imidazol-1-yl)-N-methyl-N-(2,2,2-trifluoroethyl)acetamide N[C@@H]1CN(CC[C@H]1F)C1=NC2=C(N1CC(=O)N(CC(F)(F)F)C)C=C(C=C2)C(F)(F)F